7-isopropoxy-2-((1R,4S)-1-methyl-2-oxabicyclo[2.2.1]heptan-4-yl)-N-(1-((1R,2S)-2-methylcyclopropyl)-2-oxo-1,2-dihydropyridin-3-yl)imidazo[1,2-a]pyridine-6-carboxamide trifluoroacetate FC(C(=O)O)(F)F.C(C)(C)OC1=CC=2N(C=C1C(=O)NC=1C(N(C=CC1)[C@H]1[C@H](C1)C)=O)C=C(N2)[C@]21CO[C@](CC2)(C1)C